NCCOCCOCCNC(CCCC(=O)O)=O 5-((2-(2-(2-aminoethoxy)ethoxy)ethyl)amino)-5-oxopentanoic acid